FC1=C(C(=C(C=C1)N1CCN(CC1)C(CN1N=C(C=2CCCCC12)C(=O)N1CCC(CC1)(CO)F)=O)C)C 1-(4-(4-fluoro-2,3-dimethylphenyl)piperazin-1-yl)-2-(3-(4-fluoro-4-(hydroxymethyl)piperidine-1-carbonyl)-4,5,6,7-tetrahydro-1H-indazol-1-yl)ethanone